ClC1=C(CN[C@@H](CCOC[C@H](CCC2=NC3=NC=CC=C3C=C2)O)C(=O)O)C(=CN=C1)F N-(3-chloro-5-fluoroisonicotinyl)-O-((S)-2-hydroxy-4-(1,8-naphthyridin-2-yl)butyl)homoserine